C(C)[C@]1(C(OCC=2C(N3CC=4C(=NC=5C=C(C(=C6C5C4[C@@H](CC6)[C@H](CCO)NC(C)=O)C)F)C3=CC21)=O)=O)O N-((S)-1-((1R,9S)-9-ethyl-5-fluoro-9-hydroxy-4-methyl-10,13-dioxo-2,3,9,10,13,15-hexahydro-1H,12H-benzo[de]pyrano[3',4':6,7]indolizino[1,2-b]quinolin-1-yl)-3-hydroxypropyl)acetamide